(R)-1-(3-((3'-(hydroxymethyl)-2,2'-dimethyl-[1,1'-biphenyl]-3-yl)oxy)-propyl)pyrrolidin-3-ol OCC=1C(=C(C=CC1)C1=C(C(=CC=C1)OCCCN1C[C@@H](CC1)O)C)C